[C].C(C)C(COC1=CC(CCC1)=O)CCCC 3-((2-ethylhexyl)oxy)cyclohex-2-en-1-one carbon